3-(difluoromethoxy)-5-(1-isopropyl-5-(3-morpholinobicyclo-[1.1.1]pentan-1-yl)-1H-pyrazol-3-yl)pyridin-2-amine FC(OC=1C(=NC=C(C1)C1=NN(C(=C1)C12CC(C1)(C2)N2CCOCC2)C(C)C)N)F